N-(3-(1H-imidazol-1-yl)propyl)-11-oxo-10,11-dihydro-5H-dibenzo[b,e][1,4]diazepine-8-carboxamide N1(C=NC=C1)CCCNC(=O)C=1C=CC2=C(NC(C3=C(N2)C=CC=C3)=O)C1